methyl 4-bromo-7-vinyl-2,3-dihydrobenzofuran-6-carboxylate BrC1=CC(=C(C2=C1CCO2)C=C)C(=O)OC